N-{4-(4-amino-1H-pyrazol-1-yl)-3-[(2,4-dimethoxybenzyl)sulfamoyl]Phenyl}-2-(2-chlorophenyl)acetamide NC=1C=NN(C1)C1=C(C=C(C=C1)NC(CC1=C(C=CC=C1)Cl)=O)S(NCC1=C(C=C(C=C1)OC)OC)(=O)=O